NC1=NC=CC=C1S(=O)(=O)NC(=O)C=1C(=NC(=CC1)C1=CC(=CC=C1)OC)N1C(C[C@@H](C1)C)(C)C N-[(2-Amino-3-pyridyl)sulfonyl]-6-(3-methoxyphenyl)-2-[(4S)-2,2,4-trimethylpyrrolidin-1-yl]pyridin-3-carboxamid